2-(6-((Z)-((1S,4R,5R)-4-fluoro-1,7-dimethyl-9-azabicyclo[3.3.1]nonan-3-ylidene)methyl)pyridazin-3-yl)-5-(1H-imidazol-1-yl)phenol F[C@@H]1\C(\C[C@@]2(CC(C[C@H]1N2)C)C)=C/C2=CC=C(N=N2)C2=C(C=C(C=C2)N2C=NC=C2)O